C(#N)C=1C=C(C=CC1F)NC(=O)N1CC2=C(CC1)ON=C2C(=O)N[C@@H](C(F)F)C N5-(3-cyano-4-fluorophenyl)-N3-[(2R)-1,1-difluoropropan-2-yl]-4H,5H,6H,7H-[1,2]oxazolo[4,5-c]pyridine-3,5-dicarboxamide